FC=1C=C(NC2=CC=C(CN2CCC2=CC=C(C=C2)OC(F)(F)F)OC)C=C(C1)F 6-(3,5-difluoroanilino)-3-methoxy-N-[2-[4-(trifluoromethoxy)phenyl]ethyl]pyridine